3-(7-amino-4-oxo-benzo[d][1,2,3]triazin-3(4H)-yl)piperidine-2,6-dione NC=1C=CC2=C(N=NN(C2=O)C2C(NC(CC2)=O)=O)C1